C(=O)(O)C(CCC(=O)NCCN1C(C=CC1=O)=O)N1CCN(CCN(CC1)CC(=O)O)CC(=O)O 2,2'-(7-(1-carboxy-4-((2-(2,5-dioxo-2,5-dihydro-1H-pyrrol-1-yl)ethyl)amino)-4-oxobutyl)-1,4,7-triazacyclononane-1,4-diyl)diacetic acid